P(=S)(SC(CC(=O)OCC)C(=O)OCC)(OC)OC S-[1,2-bis(ethoxycarbonyl) ethyl] dimethyl dithiophosphate